C(#N)C1=C(C(=C(C(=C1F)F)NC(C(CC)(C)CC1=CC=C(C=C1)OC)=O)F)F N-(4-cyano-2,3,5,6-tetrafluorophenyl)-2-(4-methoxybenzyl)-2-methylbutanamide